(R)-10-ethyl-11-methoxy-2,3,4,4a,5,6-hexahydro-1H,14H-pyrazino[1',2':5,6][1,5]oxazocino[2,3-g]quinolin-14-one C(C)C=1C(=NC2=CC3=C(C=C2C1)OCC[C@H]1N(C3=O)CCNC1)OC